C(CCCCCCC(C)C)OP(OCCCCCCCC(C)C)(O)=O bis-isodecyl-phosphoric acid